N1CCC(CC1)C1=CC=C(N=N1)O 6-(4-piperidyl)pyridazin-3-ol